methyl (S)-1-((7-(2,2'-dichloro-3'-(6-methoxy-5-((((5-oxopyrrolidin-2-yl)methyl)amino)methyl)pyridin-2-yl)-[1,1'-biphenyl]-3-yl)-1,6-naphthyridin-3-yl)methyl)azetidine-3-carboxylate ClC1=C(C=CC=C1C1=NC=C2C=C(C=NC2=C1)CN1CC(C1)C(=O)OC)C1=C(C(=CC=C1)C1=NC(=C(C=C1)CNC[C@H]1NC(CC1)=O)OC)Cl